COC1=C(C=CC=C1)N1C=C2C=CC=CC2=C2C1=C1C=CC=CC1=C2 6-(2-methoxyphenyl)-6H-indeno[1,2-c]isoquinoline